3-[ETHYL(([(2-METHYL-4-OXOPENTAN-3-YL)CARBAMOYL]METHYL))AMINO]PROPANOIC ACID C(C)N(CCC(=O)O)CC(NC(C(C)C)C(C)=O)=O